tert-butyl 2-[1-[6-ethyl-5-(8-methylimidazo[1,2-a]pyridin-6-yl)-2-pyridinyl]-4-piperidinyl]-5-oxa-2,8-diazaspiro[3.5]nonane-8-carboxylate C(C)C1=C(C=CC(=N1)N1CCC(CC1)N1CC2(C1)OCCN(C2)C(=O)OC(C)(C)C)C=2C=C(C=1N(C2)C=CN1)C